FC=1C=C(C=C(C1)F)[C@H]1N(OCC1)C(=O)C1(CC(C1)NC1=C(C(=NC=N1)C(=O)OCC)F)C Ethyl 6-[[cis-3-[(3S)-3-(3,5-difluorophenyl)isoxazolidine-2-carbonyl]-3-methyl-cyclobutyl]amino]-5-fluoro-pyrimidine-4-carboxylate